tert-butyl-2-(2-fluorophenyl)ethan-1-ol C(C)(C)(C)C(CC1=C(C=CC=C1)F)O